C(C)(C)(C)NC(CN(C)C=1C2=C(N=C(N1)C1=NC=CC(=C1)CO)CCC2)=O N-tert-butyl-2-({2-[4-(hydroxymethyl)pyridin-2-yl]-5H,6H,7H-cyclopenta[d]pyrimidin-4-yl}(methyl)amino)acetamide